CN1N=CC2=CC=CC(=C12)C 1,7-dimethylindazol